COC([C@@H](NC(=O)OCC1=CC=CC=C1)CCC(=O)O)=O benzyloxycarbonyl-glutamic acid methyl ester